3,4-dichloromethyl-phenylalanine ClCC=1C=C(C[C@H](N)C(=O)O)C=CC1CCl